7-methyl-6-(4,4,5,5-tetramethyl-1,3-dioxolan-2-yl)-[1,2,4]triazolo[1,5-a]pyridine CC1=CC=2N(C=C1C1OC(C(O1)(C)C)(C)C)N=CN2